C(C)(C)OC(COC1=CC(=CC=C1)NC(=O)C1(CC(=CC=C1F)C1=CC=CC=C1)F)=O 3-[(3-fluoro-4-fluorobiphenyl-3-carbonyl)amino]phenoxyacetic acid isopropyl ester